CN1N=C(C=C1C1CCC(CC1)=O)C(F)(F)F 4-(1-methyl-3-(trifluoromethyl)-1H-pyrazol-5-yl)cyclohexan-1-one